BrC=1N=C(C=2N(C1)C=CN2)N(C(OC(C)(C)C)=O)C2=CC=C(C=C2)N(C)CCNC(=O)OC(C)(C)C tert-butyl N-(6-bromoimidazo[1,2-a]pyrazin-8-yl)-N-[4-[2-(tert-butoxycarbonylamino)ethyl-methyl-amino]phenyl]carbamate